O1[C@@H](COCC1)CNC1=C(C=C(C=C1)S(=O)(=O)N)[N+](=O)[O-] (R)-4-(((1,4-dioxan-2-yl)methyl)amino)-3-nitrobenzenesulfonamide